3-(4-bromo-2-methoxy-phenyl)oxetan-3-amine BrC1=CC(=C(C=C1)C1(COC1)N)OC